NC1=C2C(=C3C(=N1)C=C(N3)C(=O)N3[C@H](COCC3)C3=CC=C(C=C3)C(F)(F)F)COC2 (S)-(5-amino-6,8-dihydro-1H-furo[3,4-d]pyrrolo[3,2-b]pyridin-2-yl)(3-(4-(trifluoromethyl)phenyl)morpholino)methanone